3-(3-chloro-4-((2-methyl-1H-imidazol-1-yl)methyl)phenyl)-N-(5-fluoropyrimidin-2-yl)-5-isobutylthiophene-2-sulfonamide ClC=1C=C(C=CC1CN1C(=NC=C1)C)C1=C(SC(=C1)CC(C)C)S(=O)(=O)NC1=NC=C(C=N1)F